R-10-hydroxyoctadecane O[C@@H](CCCCCCCCC)CCCCCCCC